4-(2,4-difluorophenoxy)-N-pyridazin-4-yl-6-(trifluoromethyl)pyridine-3-carboxamide FC1=C(OC2=C(C=NC(=C2)C(F)(F)F)C(=O)NC2=CN=NC=C2)C=CC(=C1)F